OC1=C(C=CC(=C1)C(=O)OC1=C(C=C(C=C1I)I)I)S(=O)(=O)[O-].C(C)[N+](CC)(CC)CC tetraethylammonium 2-hydroxy-4-((2,4,6-triiodophenoxy)carbonyl)benzenesulfonate